ClC=1C=C2C(=NC1)C(=CO2)C2=CC(=NC=C2)C(C)=O 1-(4-(6-chlorofuro[3,2-b]pyridin-3-yl)pyridin-2-yl)ethan-1-one